F[C@@]12[C@@H](CNCC1)CN(C2=O)CC2C(C2)C(=O)O 2-(((3as,7ar)-7a-fluoro-1-oxooctahydro-2H-pyrrolo[3,4-c]pyridin-2-yl)methyl)cyclopropane-1-carboxylic acid